ClC1=CN=C2N1C=CC=C2CN[C@H]2C[C@@H]([C@@H](CC2)NCC2=CC1=C(N(C(N1C)=O)C)C=C2)F 5-((((1R,2S,4R)-4-(((3-Chloroimidazo[1,2-a]pyridin-8-yl)methyl)amino)-2-fluorocyclohexyl)amino)methyl)-1,3-dimethyl-1,3-dihydro-2H-benzo[d]imidazol-2-one